O1N=C(C=C1)COCCCCN1CCN(CC1)C1=CC=C(CCC2=CC(=NO2)CCOCCCN2CCN(CC2)C2=CC=CC=C2)C=C1 5-(4-(4-(4-(isoxazol-3-ylmethoxy)butyl)piperazin-1-yl)phenethyl)-3-(2-(3-(4-phenylpiperazin-1-yl)propoxy)ethyl)isoxazole